tricyclohexyl-(1,2,4-triazol-1-yl)stannane C1(CCCCC1)[Sn](N1N=CN=C1)(C1CCCCC1)C1CCCCC1